C(#CC=C)OB(O)O but-3-en-1-ynoxyboronic acid